Ethyl 2-(2-fluoro-5-methylphenyl)benzo[d]imidazo[2,1-b]thiazole-7-carboxylate FC1=C(C=C(C=C1)C)C=1N=C2SC3=C(N2C1)C=CC(=C3)C(=O)OCC